(Z)-N'-(1-((3aR,4R,6R,6aR)-6-(hydroxymethyl)-2,2-dioxidotetrahydrofuro[3,4-d][1,3,2]dioxathiol-4-yl)-2-oxo-1,2,3,4-tetrahydropyrimidin-4-yl)-N,N-dimethylformimidamide OC[C@H]1O[C@H]([C@H]2[C@@H]1OS(O2)(=O)=O)N2C(NC(C=C2)\N=C/N(C)C)=O